N-benzyl-1-hydroxy-6,6,9-trimethyl-3-pentyl-6H-benzo[c]chromene-2-carboxamide C(C1=CC=CC=C1)NC(=O)C=1C(=C2C3=C(C(OC2=CC1CCCCC)(C)C)C=CC(=C3)C)O